C1(C=CC(N1C=1C=C(OC2=CC=C(C=C2)SSC2=CC=C(C=C2)OC2=CC(=CC=C2)N2C(C=CC2=O)=O)C=CC1)=O)=O bis[4-(3-maleimidophenoxy) phenyl] disulfide